BrCC1=C(C=C(C(=O)OC)C=C1)F methyl 4-(bromomethyl)-3-fluoro-benzoate